heptamethyl-tetraethylenepentamine CN(CCN(CCN(CCN(CCN(C)C)C)C)C)C